[N+](=O)([O-])[O-].[Pu+4].[N+](=O)([O-])[O-].[N+](=O)([O-])[O-].[N+](=O)([O-])[O-] plutonium nitrate salt